2-((1H-benzo[d]imidazol-2-yl)imino)-5,5-di(pyridin-2-yl)imidazolidin-4-one N1C(=NC2=C1C=CC=C2)N=C2NC(C(N2)=O)(C2=NC=CC=C2)C2=NC=CC=C2